ClC=1N=C2C(=C(C(N(C2=CC1)C)=O)C#N)N(C)[C@@H]1CC[C@H](CC1)N(C1=C(C=C(C(=C1)F)F)C)CC1CCC1 trans-6-chloro-4-((4-((cyclobutylmethyl)(4,5-difluoro-2-methylphenyl)amino)cyclohexyl)(methyl)amino)-1-methyl-2-oxo-1,2-dihydro-1,5-naphthyridine-3-carbonitrile